C(C)(=O)N1\C(\C(C2=CC=CC=C12)=O)=C/C1=NC2=CC=C(C=C2C=C1)C(=O)N1CCOCC1 (Z)-1-acetyl-2-((6-(morpholine-4-carbonyl)quinolin-2-yl)methylene)indolin-3-one